8-(((trans)-1-acryloyl-4-methoxypyrrolidin-3-yl)methyl)-2-((3-chloro-1-methyl-1H-pyrazol-4-yl)amino)-6-phenylpyrido[2,3-d]pyrimidin-7(8H)-one C(C=C)(=O)N1C[C@H]([C@@H](C1)OC)CN1C(C(=CC2=C1N=C(N=C2)NC=2C(=NN(C2)C)Cl)C2=CC=CC=C2)=O